tert-butyl N-[1-[3-[1-[[3,5-bis(trifluoromethyl)benzoyl]amino]ethyl]pyrazin-2-yl]pyrazol-4-yl]carbamate FC(C=1C=C(C(=O)NC(C)C=2C(=NC=CN2)N2N=CC(=C2)NC(OC(C)(C)C)=O)C=C(C1)C(F)(F)F)(F)F